(2S)-5,5-dimethyl-2-{[(1S)-1-(6-phenoxypyridin-3-yl)ethyl]amino}hexanoic acid CC(CC[C@@H](C(=O)O)N[C@@H](C)C=1C=NC(=CC1)OC1=CC=CC=C1)(C)C